CC=1N(C(=CC1)C)CCS 2-(2,5-dimethyl-1H-pyrrol-1-yl)ethane-1-thiol